(S)-2-(2-fluoro-8-phenyl-6-azaspiro[3.4]octane-6-carbonyl)pyrimidin-4(3H)-one FC1CC2(C1)CN(C[C@H]2C2=CC=CC=C2)C(=O)C2=NC=CC(N2)=O